2-Chloro-4-(8-(4-(piperazine-1-carbonyl)phenyl)-2,8-diazaspiro[4.5]decan-2-yl)benzonitrile ClC1=C(C#N)C=CC(=C1)N1CC2(CC1)CCN(CC2)C2=CC=C(C=C2)C(=O)N2CCNCC2